FC1(CCC(CC1)NC=1C=C(C=O)C=C(N1)N1N=C(C=C1)C)F 2-((4,4-difluorocyclohexyl)amino)-6-(3-methyl-1H-pyrazol-1-yl)isonicotinaldehyde